ClC1=CC=C(O1)C1C(=NN(C1(C(=O)NCC1CN(CCO1)CC)C)C1=C(C=C(C=C1)F)F)C1=C(C=C(C=C1)F)F 4-(5-Chlorofuran-2-yl)-1,3-bis(2,4-difluorophenyl)-N-((4-ethylmorpholin-2-yl)methyl)-5-methyl-4,5-dihydro-1H-pyrazole-5-carboxamide